NC1=NC(=CC(=N1)N1CC(NCC1)C=1C=C(C(=O)N2CC(C2)C#N)C=CC1C(F)(F)F)N 1-(3-(4-(2,6-diaminopyrimidin-4-yl)piperazin-2-yl)-4-(trifluoromethyl)benzoyl)azetidine-3-carbonitrile